(5-bromo-7-(2-morpholinoethoxy)benzofuran-3-yl)methanol BrC=1C=C(C2=C(C(=CO2)CO)C1)OCCN1CCOCC1